(4-methoxyphenyl)-piperidine-1-carboxylic acid tert-butyl ester C(C)(C)(C)OC(=O)N1C(CCCC1)C1=CC=C(C=C1)OC